NC1=C(C=CC(=C1)C(N)=O)NC/C=C/CN1C(=NC=2C1=NC=C(C2)C(=O)N)NC(=O)C2=CC(=NN2CC)C (E)-3-(4-((2-amino-4-carbamoylphenyl)amino)but-2-en-1-yl)-2-(1-ethyl-3-methyl-1H-pyrazole-5-carboxamido)-3H-imidazo[4,5-b]pyridine-6-carboxamide